ClC=1C=C(C=C(C1OC=1N=NC(=C(C1)C1CCCC1)Cl)Cl)N1N=C(C(NC1=O)=O)C#N 2-(3,5-Dichloro-4-((6-chloro-5-cyclopentylpyridazin-3-yl)oxy)phenyl)-3,5-dioxo-2,3,4,5-tetrahydro-1,2,4-triazine-6-carbonitrile